Cl.NC=1C=C(OC2=CC=NC=3NC(C=NC32)=O)C=CC1F 8-(3-amino-4-fluoro-phenoxy)-4H-pyrido[2,3-b]pyrazin-3-one hydrochloride